methyl-5-bromopentanoyl-proline C[C@@]1(N(CCC1)C(CCCCBr)=O)C(=O)O